2-(4-dimethylaminobenzyl)-1,2-propanediamine CN(C1=CC=C(CC(CN)(C)N)C=C1)C